rac-tert-butyl 4-(6-(1-(tetrahydro-2H-pyran-2-yl)-1H-pyrazol-4-yl)pyrazolo[1,5-a]pyrimidin-3-yl)piperidine-1-carboxylate O1[C@H](CCCC1)N1N=CC(=C1)C=1C=NC=2N(C1)N=CC2C2CCN(CC2)C(=O)OC(C)(C)C |r|